[Si](C1=CC=CC=C1)(C1=CC=CC=C1)(C(C)(C)C)OC[C@@H]1CO[C@@H](CN1C(=O)OC(C)(C)C)C(NC(C)(C)C1=NC=C(C(=C1Cl)C)Cl)=O tert-butyl (2S,5S)-5-(((tert-butyldiphenylsilyl)oxy)methyl)-2-((2-(3,5-di-chloro-4-methylpyridin-2-yl)propan-2-yl)carbamoyl)morpholine-4-carboxylate